C1(=CC=CC=2C3=CC=CC=C3NC12)C12C(C(=O)NC1=O)C=CC=C2 o-carbazolylphthalimide